CC1=CC=CC2=C1N=C(S2)NN (4-methyl-1,3-benzothiazol-2-yl)hydrazine